tetrapropyl-ammonium bromide salt [Br-].C(CC)[N+](CCC)(CCC)CCC